3-Anilino-2-methylpropan N(C1=CC=CC=C1)CC(C)C